3-chloro-4,4'-difluoro-[1,1'-biphenyl] ClC=1C=C(C=CC1F)C1=CC=C(C=C1)F